dichlorobis(p-dimethylaminophenyl-di-tert-butylphosphino)palladium (II) Cl[Pd-2](P(C(C)(C)C)C(CC1=CC=C(C=C1)N(C)C)(C)C)(P(C(CC1=CC=C(C=C1)N(C)C)(C)C)C(C)(C)C)Cl